O[C@@H]1CNCC[C@H]1C1=CC=C2C(=NN(C2=C1)C)N1C(NC(CC1)=O)=O 1-(6-((3s,4s)-3-hydroxypiperidin-4-yl)-1-methyl-1H-indazol-3-yl)dihydropyrimidine-2,4(1H,3H)-dione